1-(cis-5-((4-(4-chlorophenoxy)benzyl)amino)octahydrocyclopenta[c]pyrrole-2-carbonyl)-1H-pyrazole-3-carboxylic acid ClC1=CC=C(OC2=CC=C(CNC3CC4C(CN(C4)C(=O)N4N=C(C=C4)C(=O)O)C3)C=C2)C=C1